[Na+].N1=C(C=C(C2=CC=CC=C12)C(=O)[O-])C1=NC2=CC=CC=C2C(=C1)C(=O)[O-].[Na+] 2,2'-biquinoline-4,4'-dicarboxylate sodium